5-({N-[(2,4-dichlorophenyl)methyl]-1-(3-fluorophenyl)formamido}methyl)pyridine-2-carboxamide ClC1=C(C=CC(=C1)Cl)CN(C(=O)C1=CC(=CC=C1)F)CC=1C=CC(=NC1)C(=O)N